ethyl 6-(1-(tert-butoxycarbonyl)piperidin-4-yl)-4-(3-fluoro-2-methylphenyl)-2-(thiazol-2-yl)-1,4-dihydropyrimidine-5-carboxylate C(C)(C)(C)OC(=O)N1CCC(CC1)C1=C(C(N=C(N1)C=1SC=CN1)C1=C(C(=CC=C1)F)C)C(=O)OCC